N1=CN=C(C2=C1C1=C(S2)N=CC=N1)N pyrazino[2',3':4,5]thieno[3,2-d]pyrimidin-4-amine